Sodium (E)-6,6'-(ethene-1,2-diyl)bis(3-benzamidobenzenesulfonate) C(=C\C1=CC=C(C=C1S(=O)(=O)[O-])NC(C1=CC=CC=C1)=O)/C1=CC=C(C=C1S(=O)(=O)[O-])NC(C1=CC=CC=C1)=O.[Na+].[Na+]